N-(4-(5-amino-1-(4,4-difluorocyclohexyl)imidazo[1,5-c]pyrimidin-3-yl)benzyl)-5-fluoro-2-methoxybenzamide NC1=NC=CC=2N1C(=NC2C2CCC(CC2)(F)F)C2=CC=C(CNC(C1=C(C=CC(=C1)F)OC)=O)C=C2